P(=S)(OCCCCCCCCCCCCCCCCCC)(OCCCC)OCCCC octadecyl di-n-butyl thiophosphate